6-borono-2-(methylamino)-2-(2-(4-methylpiperidin-1-yl)ethyl)hexanoic acid B(O)(O)CCCCC(C(=O)O)(CCN1CCC(CC1)C)NC